COC(=O)C1CC(C1)N1CC(NCC1)=O 3-(3-oxopiperazin-1-yl)cyclobutane-1-carboxylic acid methyl ester